(5'S,7a'R)-1-(3-ethoxybenzene-1-carbonyl)-5'-phenyl-tetrahydro-3'H-spiro[piperidine-4,2'-pyrrolo[2,1-b][1,3]-oxazol]-3'-one C(C)OC=1C=C(C=CC1)C(=O)N1CCC2(C(N3[C@H](O2)CC[C@H]3C3=CC=CC=C3)=O)CC1